2-(4-amino-2-hydroxyphenyl)isoindoline-1,3-dione hydrochloride salt Cl.NC1=CC(=C(C=C1)N1C(C2=CC=CC=C2C1=O)=O)O